C1(CCCCC1)CN1N=CC(=C1C)C=1C(=NC(=CC1)N(C=1N=NC(=C(C1)C)NC=1SC2=NC=CC=C2N1)C)C(=O)NS(=O)(=O)CCCCCC(=O)OCC 1-Ethyl 6-(N-(3-(1-(cyclohexylmethyl)-5-methyl-1H-pyrazol-4-yl)-6-(methyl (5-methyl-6-(thiazolo[5,4-b]pyridin-2-ylamino)pyridazin-3-yl)amino)picolinoyl)sulfamoyl)hexanoate